FC=1C=NN(C1)C1CCC(CC1)OC1=C2C=C(C=NC2=CC(=N1)N1CCOCC1)NS(=O)(=O)C N-[5-[4-(4-fluoropyrazol-1-yl)cyclohexoxy]-7-morpholino-1,6-naphthyridin-3-yl]methanesulfonamide